3-(1-oxo-5-((2-(3-(3-(trifluoromethoxy)phenyl)azetidin-1-yl)cyclohexyl)oxy)isoindolin-2-yl)piperidine-2,6-dione O=C1N(CC2=CC(=CC=C12)OC1C(CCCC1)N1CC(C1)C1=CC(=CC=C1)OC(F)(F)F)C1C(NC(CC1)=O)=O